3,5-dichloro-2-nitrobenzaldehyde ClC=1C(=C(C=O)C=C(C1)Cl)[N+](=O)[O-]